(10-(9H-carbazol-9-yl)anthracen-9-yl)boric acid C1=CC=CC=2C3=CC=CC=C3N(C12)C1=C2C=CC=CC2=C(C2=CC=CC=C12)OB(O)O